ClC1=CC(=C(C(=O)O)C(=C1)COC)F 4-chloro-2-fluoro-6-(methoxymethyl)benzoic acid